N2,7,2'-O-trimethylguanosine CNC=1NC(C=2[N+](=CN([C@H]3[C@H](OC)[C@H](O)[C@@H](CO)O3)C2N1)C)=O